COC1=C(C(=CC(=C1)[2H])OC)OC 1,2,3-trimethoxybenzene-5-d